COC1=C(C=C(C(=N1)N1CCNCC1)C=1C=NN(C1)C)[N+](=O)[O-] (6-methoxy-3-(1-methyl-1H-pyrazol-4-yl)-5-nitropyridin-2-yl)piperazine